N,N-dimethyl-3-[5-[4-(2-piperazin-1-ylethyl)-1-piperidyl]pyrrolo[2,3-c]pyridine-1-yl]isoquinolin-5-amine CN(C=1C=2C=C(N=CC2C=CC1)N1C=CC=2C1=CN=C(C2)N2CCC(CC2)CCN2CCNCC2)C